2-chloro-4-[[4-[[(1S)-2-hydroxy-1-phenyl-ethyl]amino]-5-(1,3,4-oxadiazol-2-yl)pyrimidin-2-yl]amino]-N-methyl-benzamide ClC1=C(C(=O)NC)C=CC(=C1)NC1=NC=C(C(=N1)N[C@H](CO)C1=CC=CC=C1)C=1OC=NN1